titanium phosphorus zirconium [Zr].[P].[Ti]